FC(C1=CC=C(C(=N1)N)C1=CC(=NC=C1)OC)F 6-(difluoromethyl)-2'-methoxy-[3,4'-bipyridine]-2-amine